C(C)(C)(C)NC/C=C/C(=O)NC1=C(C=C(C=C1F)C(=O)C1=CC=C2C(=CC=CN12)C1=C(C2=C(N(C=N2)C)C=C1Cl)Cl)F (E)-4-(tert-butylamino)-N-(4-(8-(4,6-dichloro-1-methyl-1H-benzo[d]imidazol-5-yl)indolizine-3-carbonyl)-2,6-difluorophenyl)but-2-enamide